thienyl-isoquinoline S1C(=CC=C1)C1=NC=CC2=CC=CC=C12